N=1CC(CCC1)=O pyridin-3(5H)-one